COC([C@@H](C)OC(=O)OC(C)Cl)=O (2R)-2-(((1-chloroethoxy)carbonyl)oxy)propanoic acid methyl ester